N-[(5-Chlorothiophen-2-yl)methyl]-3-[1-(morpholin-4-carbonyl)pyrrolidin-2-yl]-1-(1,3-thiazol-4-carbonyl)-1H-pyrazol-5-amin ClC1=CC=C(S1)CNC1=CC(=NN1C(=O)C=1N=CSC1)C1N(CCC1)C(=O)N1CCOCC1